4-[(Z)-3-[4-(Dimethylsulfamoyl)phenyl]-3-oxoprop-1-enyl]benzoic acid CN(S(=O)(=O)C1=CC=C(C=C1)C(\C=C/C1=CC=C(C(=O)O)C=C1)=O)C